C(=O)C=1C=CN2C=CC=CC12 formyl-indolizine